C(C=C)(=O)N1C[C@@H](CC1)C1=NN(C=2C(=NNC(C21)=O)N)C2=CC=C(C=C2)OC2=CC=C(C=C2)F (R)-3-(1-Acryloylpyrrolidin-3-yl)-7-amino-1-(4-(4-fluorophenoxy)phenyl)-1,5-dihydro-4H-pyrazolo[3,4-d]pyridazin-4-on